(S)-fluoropyrrolidine hydrochloride Cl.FN1CCCC1